5-tert-butylbenzothiophene-2,3-dicarboxylic acid C(C)(C)(C)C=1C=CC2=C(C(=C(S2)C(=O)O)C(=O)O)C1